(R)-4-(3-((tert-butyldimethylsilyl)oxy)pyrrolidin-1-yl)-N-methyl-3-(6-methyl-1H-pyrrolo[3,2-b]pyridin-2-yl)-N-(2-morpholino-2-oxoethyl)benzenesulfonamide [Si](C)(C)(C(C)(C)C)O[C@H]1CN(CC1)C1=C(C=C(C=C1)S(=O)(=O)N(CC(=O)N1CCOCC1)C)C1=CC2=NC=C(C=C2N1)C